[(2R,3S,4R,5R)-5-[2-cyano-4-[[(1S)-1-(4-cyclopropylphenyl)-ethyl]amino]pyrrolo-[2,3-d]pyrimidin-7-yl]-3,4-dihydroxy-tetra-hydrofuran-2-yl]-methoxymethylphosphonic acid C(#N)C=1N=C(C2=C(N1)N(C=C2)[C@H]2[C@@H]([C@@H]([C@@H](O2)C(OC)P(O)(O)=O)O)O)N[C@@H](C)C2=CC=C(C=C2)C2CC2